N-(1,3-dimethylbutyl)-N'-phenyl-p-phenylendiamine CC(CC(C)C)NC1=CC=C(C=C1)NC1=CC=CC=C1